6-bromo-3,4-methylenedioxystyrene BrC1=CC2=C(C=C1C=C)OCO2